C(#N)C=1C=C2C=C(NC2=CC1)C(=O)N(C)[C@H]1COCC=2NC(C=3C=C(C(=CC3C21)F)F)=O (R)-5-cyano-N-(8,9-difluoro-6-oxo-1,4,5,6-tetrahydro-2H-pyrano[3,4-c]isoquinolin-1-yl)-N-methyl-1H-indole-2-carboxamide